4-ethynyl-1,2-bis(trifluoromethyl)benzene C(#C)C1=CC(=C(C=C1)C(F)(F)F)C(F)(F)F